C(C1=CC=CC=C1)O[C@@H]1[C@H](N(C[C@@H]([C@H]1OCC1=CC=CC=C1)OCC1=CC=CC=C1)CCC1=C(C=C(C=C1F)C1CC1)F)C (2r,3r,4r,5s)-3,4,5-tris(benzyloxy)-1-(4-cyclopropyl-2,6-difluorophenethyl)-2-methylpiperidine